3-([4-{bis[4-(trifluoro-methyl)phenyl]methyl}piperazin-1-yl]methyl)-N-methyl-N-[2-(pyrrolidin-1-yl)ethyl]-4-(trifluoromethyl)aniline FC(C1=CC=C(C=C1)C(N1CCN(CC1)CC=1C=C(N(CCN2CCCC2)C)C=CC1C(F)(F)F)C1=CC=C(C=C1)C(F)(F)F)(F)F